6-[18F]Fluoronicotinic Acid Tetrafluorophenyl Ester FC=1C(=C(C(=C(C1)OC(C1=CN=C(C=C1)[18F])=O)F)F)F